[N+](=O)([O-])CCCNC(=O)NC(=O)CC 1-[(3-nitro)propyl]-3-ethylcarbonyl-urea